tert-butyl 3-(4-amino-7-methyl-7H-pyrrolo[2,3-d]pyrimidin-6-yl)pyrrolidine-1-carboxylate NC=1C2=C(N=CN1)N(C(=C2)C2CN(CC2)C(=O)OC(C)(C)C)C